OC1(C(C(=O)O)C=CC=C1O)C(=O)O 2,3-dihydroxyphthalic acid